1-[(3-cyano-pyridin-2-yl)methyl]-3-methyl-7-(2-butyn-1-yl)-8-(3-(R)-phthalimidopiperidin-1-yl)-xanthine C(#N)C=1C(=NC=CC1)CN1C(=O)N(C=2N=C(N(C2C1=O)CC#CC)N1C[C@@H](CCC1)N1C(C=2C(C1=O)=CC=CC2)=O)C